1-{5-chloro-2-[(3S,5S)-3,4,5-trimethylpiperazin-1-yl]pyrimidin-4-yl}-N-(2-{imidazo[1,2-a]pyridin-3-yl}propan-2-yl)azetidine-3-carboxamide ClC=1C(=NC(=NC1)N1C[C@@H](N([C@H](C1)C)C)C)N1CC(C1)C(=O)NC(C)(C)C1=CN=C2N1C=CC=C2